COC(=O)C1=CC=C(C=C1)C1(CC1)NC(=O)[C@H]1CC2(CC2)CCN1C(=O)OC(C)(C)C tert-butyl (R)-5-((1-(4-(methoxycarbonyl) phenyl)cyclopropyl)carbamoyl)-6-azaspiro[2.5]octane-6-carboxylate